C(C)(C)(C)C1=CC=C(C(=O)Cl)C=C1 4-tert-butylbenzoyl chloride